dihydro-5,6,11,12-tetraazatetracene C1CC=CC2=NC3=NC4=CC=CC=C4N=C3N=C12